2-((4-((5-Cyclopropyl-3-(3,5-dichloropyridin-4-yl)isoxazol-4-yl)methoxy)bicyclo[2.2.2]octan-1-yl)methoxy)-4-methylthiazol C1(CC1)C1=C(C(=NO1)C1=C(C=NC=C1Cl)Cl)COC12CCC(CC1)(CC2)COC=2SC=C(N2)C